C1(=CC=CC=C1)NS(=O)(=O)C1=CC=CC=C1 N-phenyl-benzenesulfonamide